C(C1=CC=CC=C1)OC=1C=C2C(CC(=C(C2=CC1)C1=CC=C(C=C1)N1CCC(CC1)C(OC)OC)C1=C(C(=C(C(=C1[2H])[2H])[2H])[2H])[2H])(F)F 1-(4-(6-(benzyloxy)-4,4-difluoro-2-(phenyl-d5)-3,4-dihydronaphthalen-1-yl)phenyl)-4-(dimethoxymethyl)piperidine